tert-Butyl 4-(5-(5-(1-cyano-2,3-dihydro-1H-inden-4-yl)-6-methoxy-1-(4-methoxybenzyl)-1H-pyrazolo[4,3-b]pyridin-3-yl)pyridin-2-yl)piperidine-1-carboxylate C(#N)C1CCC2=C(C=CC=C12)C1=C(C=C2C(=N1)C(=NN2CC2=CC=C(C=C2)OC)C=2C=CC(=NC2)C2CCN(CC2)C(=O)OC(C)(C)C)OC